(S)-5-((1-(3-(4-(5-Cyclobutylpyrimidin-2-yl)piperazin-1-yl)-3-oxopropoxy)propan-2-yl)Amino)-4-(trifluoromethyl)pyridazine-3(2H)-one C1(CCC1)C=1C=NC(=NC1)N1CCN(CC1)C(CCOC[C@H](C)NC1=C(C(NN=C1)=O)C(F)(F)F)=O